5-bromo-2-(4-fluoro-2-methylphenoxy)-N-{3-[(S)-imino(methyl)oxo-λ6-sulfanyl]phenyl}-4-methylpyridine-3-carboxamide BrC=1C(=C(C(=NC1)OC1=C(C=C(C=C1)F)C)C(=O)NC1=CC(=CC=C1)[S@@](=O)(C)=N)C